C(C([2H])([2H])[2H])(C1=NC=2N(C(=C1)NCC1(CN(C1)C(=O)OC(C)(C)C)C1=CC=C(C=C1)F)N=C(C2)C(F)(F)F)([2H])[2H] tert-butyl 3-(((5-(ethyl-d5)-2-(trifluoromethyl)pyrazolo[1,5-a]pyrimidin-7-yl)amino)methyl)-3-(4-fluorophenyl)azetidine-1-carboxylate